C(C)(C)C=1OC=CN1 2-isopropyl-oxazole